C1=CC=CC=2C3=CC=CC=C3C(C12)COC(=O)N[C@H](C(=O)O)CNC(C1=CC(=CC=C1)C(NS(=O)(=O)C=1C(=C(C2=C(CC(O2)(C)C)C1C)C)C)=N)=O (S)-2-((((9H-fluoren-9-yl)methoxy)carbonyl)amino)-3-(3-(N-((2,2,4,6,7-pentamethyl-2,3-dihydrobenzofuran-5-yl)sulfonyl)carbamimidoyl)benzamido)propanoic acid